Cl.NC1CC(C1)(O)C (trans)-3-amino-1-methylcyclobutan-1-ol hydrochloride